1-[5-ethyl-1-[4-(trifluoromethyl)phenyl]pyrazol-3-yl]piperazine C(C)C1=CC(=NN1C1=CC=C(C=C1)C(F)(F)F)N1CCNCC1